NC1=NC2=CC=C(C=C2C=C1C)C(=O)N(CC1=NC=C(C=C1)C(F)(F)F)[C@H](C)C#C 2-amino-N-((2R)-3-butyn-2-yl)-3-methyl-N-((5-(trifluoromethyl)-2-pyridinyl)methyl)-6-quinolinecarboxamide